(S)-N-ethyl-3-((9-ethyl-2-(((2S,3S)-2-hydroxypentan-3-yl)amino)-9H-purin-6-yl)-amino)pyrrolidine-1-sulfonamide C(C)NS(=O)(=O)N1C[C@H](CC1)NC1=C2N=CN(C2=NC(=N1)N[C@H]([C@H](C)O)CC)CC